BrC1=C(C=C2C(=C(C(=NC2=C1)Cl)[N+](=O)[O-])Cl)Cl 7-bromo-2,4,6-trichloro-3-nitroquinoline